3-fluoro-5-formyl-4-hydroxy-N-phenylbenzenesulfonamide FC=1C=C(C=C(C1O)C=O)S(=O)(=O)NC1=CC=CC=C1